[Cl-].CC1=C(N)C(=CC(=C1)C)C 2,4,6-trimethylaniline chloride salt